4-(2-fluoro-5-(hydroxymethyl)phenyl)-6-methylnicotinamide FC1=C(C=C(C=C1)CO)C1=CC(=NC=C1C(=O)N)C